2-(2,4-dimethoxypyrimidin-5-yl)-7-[3-[2-(1-piperidyl)ethoxy]pyrrolidin-1-yl]thiazolo[4,5-d]pyrimidine COC1=NC=C(C(=N1)OC)C=1SC2=C(N=CN=C2N2CC(CC2)OCCN2CCCCC2)N1